FC=1C=C(C(=O)N2CC=3N(C4=CC=CC=C4C3CC2)CC2=CC=C(C(=O)NO)C=C2)C=C(C1)F 4-[2-(3,5-difluorobenzoyl)-2,3,4,9-tetrahydro-1H-β-carbolin-9-ylmethyl]-N-hydroxybenzoamide